fluoro-N-(3-fluoro-4-(4-methylpiperazin-1-yl)phenyl)-4-(1-propyl-1H-pyrazol-4-yl)pyrimidin-2-amine FC=1C(=NC(=NC1)NC1=CC(=C(C=C1)N1CCN(CC1)C)F)C=1C=NN(C1)CCC